(R)-1-(5-chloro-2-ethoxybenzyl)piperidin-3-amine hydrochloride Cl.ClC=1C=CC(=C(CN2C[C@@H](CCC2)N)C1)OCC